(2r,5s)-5-[2-(4-chloro-3-fluorophenoxy)acetamido]-2-{[1-(2,2-difluorocyclopropyl)-1H-pyrazol-3-yl]carbamoyl}piperidine-1-carboxylic acid tert-butyl ester C(C)(C)(C)OC(=O)N1[C@H](CC[C@@H](C1)NC(COC1=CC(=C(C=C1)Cl)F)=O)C(NC1=NN(C=C1)C1C(C1)(F)F)=O